FC1=C(C(=C2C=CNC2=C1)S(=O)(=O)C)OC=1C=C(C(N)=S)C=CC1 3-((6-fluoro-4-(methylsulfonyl)-1H-indol-5-yl)oxy)benzothioamide